P(=S)(O)(O)O.CC1=CC=CC=C1.CC1=CC=CC=C1.CC1=CC=CC=C1 tri(toluene) thiophosphate